N(=[N+]=[N-])C1=CC=C(C=C1)C(C)(C)C 1-azido-4-(tert-butyl)benzene